O=C1N(C[C@@H](C1)CCC)[C@H](C(=O)N)CC (S)-2-[(R)-2-oxo-4-propyl-pyrrolidine-1-yl]butyramide